BrC=1C(=C(C=CC1)C(C)(C)O)F 2-(3-bromo-2-fluoro-phenyl)propan-2-ol